ClC=1C=C2C(=NC(=NC2=C(C1C1=CC=C(C2=C1N=C(S2)N)F)F)OCC21CCCN1CCC2)N2CCNCC2 4-(6-chloro-8-fluoro-4-(piperazin-1-yl)-2-((tetrahydro-1H-pyrrolizin-7a(5H)-yl)methoxy)quinazolin-7-yl)-7-fluorobenzo[d]thiazol-2-amine